(rac)-1-(1,4-dimethyl-1H-pyrazol-5-yl)ethan-1-ol CN1N=CC(=C1[C@@H](C)O)C |r|